Aluminium-oxid [O-2].[Al+3].[O-2].[O-2].[Al+3]